cis-4-{3-[2-(4-hydroxy-3-methoxyphenyl)acetamido]phenyl}cyclohexyl (3-methylphenyl)acetate CC=1C=C(C=CC1)CC(=O)O[C@@H]1CC[C@@H](CC1)C1=CC(=CC=C1)NC(CC1=CC(=C(C=C1)O)OC)=O